propionyl-cyclohexyl chloride C(CC)(=O)C1(CCCCC1)Cl